5-(4-(benzhydryl-piperazin-1-yl)pent-1-yn-1-yl)-3-(benzyloxy)picolinic acid methyl ester COC(C1=NC=C(C=C1OCC1=CC=CC=C1)C#CCC(C)N1C(CNCC1)C(C1=CC=CC=C1)C1=CC=CC=C1)=O